racemic-propargyl alcohol C(C#C)O